ON(C(=O)C(=O)NCC)O N,N-dihydroxyethyl-oxamide